BrC1=C(C=C(C=C1)C#CCO)OCOCC 3-(4-bromo-3-(ethoxymethoxy)phenyl)prop-2-yn-1-ol